OC1=C(C(=O)C2=CC=C(C=C2)Cl)C=CC(=C1)OC 2-hydroxy-4-methoxy-4'-chlorobenzophenone